C(C)(C)(C)OC(=O)N1C[C@@H](OCC1)COC=1C=C(C=2N(C1)N=CC2C#N)Br (R)-2-(((4-bromo-3-cyanopyrazolo[1,5-a]pyridin-6-yl)oxy)methyl)morpholine-4-carboxylic acid tert-butyl ester